sodium (S)-3-(3',4'-difluorobiphenyl-3-yl)-3-(3-(1,5-dimethyl-4-oxido-2-oxo-1,2-dihydropyridin-3-yl)ureido)propanoate FC=1C=C(C=CC1F)C1=CC(=CC=C1)[C@H](CC(=O)[O-])NC(=O)NC=1C(N(C=C(C1[O-])C)C)=O.[Na+].[Na+]